C(C1=CC=CC=C1)OC(=O)N1C[C@@H](CCC1)NC1=C2C(=NC=C1C(=O)OCC)NC=C2 ethyl (R)-4-((1-((benzyloxy) carbonyl) piperidin-3-yl) amino)-1H-pyrrolo[2,3-b]pyridine-5-carboxylate